COC1=CC=C(CN(S(=O)(=O)C2=CC(=C(C=C2)C=2N=C3N(C=CC(=C3)C)C2C[C@H]2CN(CCO2)C(=O)OC(C)(C)C)C)CC2=CC=C(C=C2)OC)C=C1 tert-butyl (S)-2-((2-(4-(N,N-bis(4-methoxybenzyl)sulfamoyl)-2-methylphenyl)-7-methylimidazo[1,2-a]pyridin-3-yl)methyl)morpholine-4-carboxylate